2-ethoxy-N-(trans-4-((4-(5-(methanesulfonyl)pyridin-3-yl)-5-(trifluoromethyl)pyrimidin-2-yl)amino)cyclohexyl)-N-(5-(2-methoxypyrimidin-5-yl)pyrazin-2-yl)acetamide C(C)OCC(=O)N(C1=NC=C(N=C1)C=1C=NC(=NC1)OC)[C@@H]1CC[C@H](CC1)NC1=NC=C(C(=N1)C=1C=NC=C(C1)S(=O)(=O)C)C(F)(F)F